F[Si](F)(F)F perfluorosilane